1-(4-((2-Amino-4-(butylamino)-5-oxopyrido[4,3-d]pyrimidin-6(5H)-yl)methyl)benzyl)piperidine-4-carboxylic acid NC=1N=C(C2=C(N1)C=CN(C2=O)CC2=CC=C(CN1CCC(CC1)C(=O)O)C=C2)NCCCC